(S)-N-(8,9-difluoro-6-oxo-1,4,5,6-tetrahydro-2H-pyrano[3,4-c]isoquinolin-1-yl)-5-fluoro-N-methylisoindoline-2-carboxamide FC=1C(=CC=2C3=C(NC(C2C1)=O)COC[C@H]3N(C(=O)N3CC1=CC=C(C=C1C3)F)C)F